mercaptothiosemicarbazide SNNC(=S)N